C(C)O[Si](O[Sn](CCCCCCCC)(CCCCCCCC)O[Si](OCC)(OCC)OCC)(OCC)OCC bis(triethoxysiloxy)dioctyltin